1-[(3,5-dimethylphenyl)methyl]-3-methyl-N-(1-methylcyclopropyl)-2-oxo-benzoimidazole-5-sulfonamide CC=1C=C(C=C(C1)C)CN1C(N(C2=C1C=CC(=C2)S(=O)(=O)NC2(CC2)C)C)=O